N[C@H]1C2N(CC1CC2)C(=O)C2=CC1=C(C(=C(O1)C1=CC=3C(=NC(=CC3)C=3C=C4CNC(C4=CC3)=O)N1CC1CC1)C)C=C2 5-(2-(6-((7R)-7-Amino-2-azabicyclo[2.2.1]heptane-2-carbonyl)-3-methylbenzofuran-2-yl)-1-(cyclopropylmethyl)-1H-pyrrolo[2,3-b]pyridin-6-yl)isoindolin-1-one